γ-amino-β-hydroxybutanoic acid NCC(CC(=O)O)O